O=C1C(=CC(=NN1COCC[Si](C)(C)C)CC=1C=C(C#N)C=CC1)C(F)(F)F 3-[[6-oxo-5-(trifluoromethyl)-1-(2-trimethylsilylethoxymethyl)pyridazin-3-yl]methyl]benzonitrile